NC1=NNC2=C1C(=NC=C2C2=NC=C(C=C2)C(=O)N2C[C@@H](O[C@H](C2)C)C)C2=CC=C(CNC(C1=C(C=CC(=C1)F)OC)=O)C=C2 N-(4-(3-amino-7-(5-((2S,6S)-2,6-dimethylmorpholine-4-carbonyl)pyridin-2-yl)-1H-pyrazolo[4,3-c]pyridin-4-yl)benzyl)-5-fluoro-2-methoxybenzamide